(R)-4-(Dimethylamino)-N-(tetrahydro-2H-pyran-3-yl)imidazo[1,5-a]quinoxaline-8-carboxamide CN(C=1C=2N(C3=CC(=CC=C3N1)C(=O)N[C@H]1COCCC1)C=NC2)C